FC1(CCC2=C(C=CC=C12)[C@@H](C)NC=1C2=C(N=C(N1)C)N1C(C(=C2)O[C@@H]2CN(CC2)C(C)=O)=NN=C1)F 1-((S)-3-((4-(((R)-1-(1,1-difluoro-2,3-dihydro-1H-inden-4-yl)ethyl)amino)-2-methyl-[1,2,4]triazolo[4',3':1,6]pyrido[2,3-d]pyrimidin-6-yl)oxy)pyrrolidin-1-yl)ethan-1-one